Cl.Cl.C(C)OC(=O)C1(CC1)NCC=1C=CC(=NC1)C(=O)O 5-({[1-(Ethoxycarbonyl)cyclopropyl]amino}methyl)pyridine-2-carboxylic acid dihydrochloride